1,8-Dibromo-3,6-di-tert-butyl-9H-carbazole BrC1=CC(=CC=2C3=CC(=CC(=C3NC12)Br)C(C)(C)C)C(C)(C)C